CNC1C(=O)NCCCC1 monomethylaminocaprolactam